CC=1N(C(=CC1)C)CCS(=O)(=O)O 2-(2,5-dimethyl-1H-pyrrole-1-yl)ethane-1-sulfonic acid